C(C)C1=CC2=C(N=C(O2)C2=CC(=CC(=C2)Cl)Cl)C=C1 6-ethyl-2-(3,5-dichlorophenyl)benzoxazole